FC1=C(C=CC(=C1)N)C1=C(C=C(C=C1)N)F 2,2'-difluoro(1,1'-biphenyl)-4,4'-diamine